methylsulfinyl-octane CS(=O)CCCCCCCC